C(CCC)(=O)OC1=C(C(=O)O)C=C(C=C1)NC(=O)OC(C)(C)C 2-butanoyloxy-5-(tert-butoxycarbonylamino)benzoic acid